1-[4-(3-Chloro-2-fluorophenyl)piperazin-1-yl]-2-{3-[(2R,6S)-2,6-dimethylmorpholin-4-carbonyl]-5,6-dihydrocyclopenta[c]pyrazol-1(4H)-yl}ethan-1-on ClC=1C(=C(C=CC1)N1CCN(CC1)C(CN1N=C(C2=C1CCC2)C(=O)N2C[C@H](O[C@H](C2)C)C)=O)F